C(#N)[C@H]1N([C@H]2C[C@H]2C1)C(CC1=NC2=CC(=CC=C2C(=C1)C(=O)N)C)=O (2-((1S,3S,5S)-3-cyano-2-azabicyclo[3.1.0]hex-2-yl)-2-oxoethyl)-7-methylquinoline-4-carboxamide